BrC1=CC2=C(CCCC(N2)=O)C=C1 8-bromo-1,3,4,5-tetrahydro-1-benzazepin-2-one